(4-methyl-1-((5-nitro-1-p-toluenesulfonyl-1H-pyrrolo[2,3-b]pyridine-4-yl)amino)piperidine-4-yl)methanol CC1(CCN(CC1)NC1=C2C(=NC=C1[N+](=O)[O-])N(C=C2)S(=O)(=O)C2=CC=C(C)C=C2)CO